OCCC[S+](C)CCO 2-hydroxyethyl-(2-hydroxyethyl)dimethyl-sulfonium